BrC=1C=NN2C1N=C(C=C2)CC(=O)N (3-bromopyrazolo[1,5-a]pyrimidin-5-yl)acetamide